methyl 4-((3-(N-(tert-butyl)sulfamoyl)phenyl)carbamoyl)-3-(6-azaspiro[2.5]octan-6-yl)benzoate C(C)(C)(C)NS(=O)(=O)C=1C=C(C=CC1)NC(=O)C1=C(C=C(C(=O)OC)C=C1)N1CCC2(CC2)CC1